P(O)(=O)(OP(=O)(O)OP(=O)(O)O)OC[C@@H]1[C@H]([C@H]([C@@](O1)(C1=CNC(=O)NC1=O)CN1CCSCC1)O)O 1-thiomorpholinomethyl-pseudouridine triphosphate